CC(C=CCO)C 4-methyl-2-pentenol